7-n-butyl-1,4-dimethylazulene C(CCC)C1=CC=C(C2=CC=C(C2=C1)C)C